1-[(3s,5r)-5-(methoxymethyl)-1-(prop-2-enoyl)pyrrolidin-3-yl]-5-(methylamino)-3-[2-(4,6,7-trifluoro-1-methyl-1,3-benzodiazol-5-yl)ethynyl]pyrazole-4-carboxamide nickel [Ni].COC[C@H]1C[C@@H](CN1C(C=C)=O)N1N=C(C(=C1NC)C(=O)N)C#CC1=C(C2=C(N(C=N2)C)C(=C1F)F)F